(R)-5-(4-((1,4-dioxan-2-yl)methoxy)-3-methoxyphenyl)-3-(4-amino-2-fluorophenyl)pyridin-2-ylamine O1[C@H](COCC1)COC1=C(C=C(C=C1)C=1C=C(C(=NC1)N)C1=C(C=C(C=C1)N)F)OC